(1-Methoxynaphthalen-2-yl)boronic acid COC1=C(C=CC2=CC=CC=C12)B(O)O